FC1(CCN(CC1)C=1C=C(N=NC1)C=1C(=NC(=NC1)OC)OC)F 5-(4,4-difluoropiperidin-1-yl)-3-(2,4-dimethoxypyrimidin-5-yl)pyridazine